(4-((1-(4-(2-((dimethylamino)methyl)phenyl)thiophen-2-yl)ethyl)amino)-6-methoxy-2-methoxyquinazolin-7-yl)(morpholino)methanone bis(4-tert-butylcyclohexanyl)peroxydicarbonate C(C)(C)(C)C1CCC(CC1)OC(=O)OOC(=O)OC1CCC(CC1)C(C)(C)C.CN(C)CC1=C(C=CC=C1)C=1C=C(SC1)C(C)NC1=NC(=NC2=CC(=C(C=C12)OC)C(=O)N1CCOCC1)OC